(2s,3s,4r,5r)-3,4-dihydroxy-N-(methyl-d3)-5-(6-((methyl-d3)-amino)-2-(5-methylpyridin-3-yl)-9H-purin-9-yl)tetrahydrofuran-2-carboxamide O[C@@H]1[C@H](O[C@H]([C@@H]1O)N1C2=NC(=NC(=C2N=C1)NC([2H])([2H])[2H])C=1C=NC=C(C1)C)C(=O)NC([2H])([2H])[2H]